(2S)-1-[2-[(3S)-3-[(8-methoxy-5-quinolyl)amino]pyrrolidin-1-yl]acetyl]pyrrolidine-2-carbonitrile COC=1C=CC(=C2C=CC=NC12)N[C@@H]1CN(CC1)CC(=O)N1[C@@H](CCC1)C#N